6-(4-amino-4-methylpiperidin-1-yl)-3-(3,4-dichloro-2-methyl-2H-indazole-5-yl)-1H-pyrazolo[3,4-d]pyrimidine-4-carbonitrile NC1(CCN(CC1)C1=NC(=C2C(=N1)NN=C2C2=C(C1=C(N(N=C1C=C2)C)Cl)Cl)C#N)C